C(\C=C\C(=O)[O-])(=O)[O-].[Na+].[Na+] Natrium fumarat